2-aminoethyl-3-aminopropyltrimethoxysilane hydrochloride Cl.NCCCO[Si](OC)(OC)CCCN